FC1=C(C=C(C=C1)F)[C@@H]1N(CCC1)C1=NC=2N(C=C1)N=CC2C2=CC=CC(=N2)N2CCN(CC2)CC=2C=C1CN(CC1=CC2)C2C(NC(CC2)=O)=O 5-((4-(6-(5-((R)-2-(2,5-difluorophenyl)pyrrolidin-1-yl)pyrazolo[1,5-a]Pyrimidin-3-yl)pyridin-2-yl)piperazin-1-yl)methyl)-2-(2,6-dioxopiperidin-3-yl)isoindoline